4-(1-(tetrahydro-2H-pyran-2-yl)-1H-pyrazol-3-yl)piperidine O1C(CCCC1)N1N=C(C=C1)C1CCNCC1